N,N-diethylfluorosulfonamide C(C)N(S(=O)(=O)F)CC